C(CCCCCCC\C=C/CCCCCCCC)(=O)OCC(OC(CCCCCCC\C=C/CCCCCCCC)=O)COP(=O)(O)OCC[N+](C)(C)C 1,2-dioleoyl-glycero-3-phosphorylcholine